N-(1'-(6-(cyanomethyl)-2-(1,1-difluoroethyl)pyrimidin-4-yl)-1',2'-dihydrospiro[cyclopropane-1,3'-pyrrolo[3,2-c]pyridin]-6'-yl)acetamide C(#N)CC1=CC(=NC(=N1)C(C)(F)F)N1CC2(C=3C=NC(=CC31)NC(C)=O)CC2